O1[C@H](COC2=NC=CC=C21)CN2N=C1C3=C(CCC1=C2)OC(=C3C)C(=O)NCC3=CC=C(C=C3)C 2-[(2S)-2,3-dihydro[1,4]dioxino[2,3-b]pyridin-2-ylmethyl]-8-methyl-N-(4-methylbenzyl)-4,5-dihydro-2H-furo[2,3-g]indazole-7-carboxamide